ClC=1N=NC=C(C1)C=1C=NC(=CC1)OCC 3-chloro-5-(6-ethoxypyridin-3-yl)pyridazine